S(=O)(=O)(O)C1=CC=C(C)C=C1.N[C@@H](CC1=CC=C(C=C1)O)C(=O)O tyrosine tosylate salt